Cl.COC1=C(CN2CCN(CC2)C(=O)C2(COC2)N2CCN(CC2)CCC2=CC=CC=C2)C=CC=C1 (4-(2-methoxybenzyl)piperazin-1-yl)(3-(4-phenethylpiperazin-1-yl)oxetan-3-yl)methanone hydrochloride